[Mn].N[C@H](C(C)(C)S)C(=O)O D-penicillamine manganese